BrC=1N=C(C=2N(C1)C=CN2)N(C(OC(C)(C)C)=O)C2=CC=C(C=C2)C2CCN(CC2)CC2COC2 tert-Butyl (6-bromoimidazo[1,2-a]pyrazin-8-yl)(4-(1-(oxetan-3-ylmethyl)piperidin-4-yl)phenyl)carbamate